C(C)(C)(C)OC(=O)N1C(=CC2=CC(=CC=C12)OC)B(O)O 1-tert-butoxycarbonyl-5-methoxy-indole-2-yl-boronic acid